COC1=CC=C(CN2C(C3=C(C=4C=CC=NC24)CCN(C3)C(=O)OC(C)(C)C)=O)C=C1 tert-butyl 6-(4-methoxybenzyl)-5-oxo-1,4,5,6-tetrahydropyrido[3,4-c][1,8]naphthyridine-3(2H)-carboxylate